4-(3-(benzylthio)-4-methoxyphenyl)-2-oxabicyclo[2.1.1]hexane C(C1=CC=CC=C1)SC=1C=C(C=CC1OC)C12COC(C1)C2